4-(3-((2-(difluoromethoxy)-6-methylpyridin-3-yl)carbamoyl)-3-(2-isopropylphenyl)azetidin-1-yl)-3,3-dimethyl-4-oxobutanoic acid FC(OC1=NC(=CC=C1NC(=O)C1(CN(C1)C(C(CC(=O)O)(C)C)=O)C1=C(C=CC=C1)C(C)C)C)F